N-methyl-N-(thiophen-3-yl)-[1,2,4]triazolo[4,3-a]quinazolin-5-amine CN(C1=NC=2N(C3=CC=CC=C13)C=NN2)C2=CSC=C2